ClC=1C=CC(=C(C1)C1=CC(N(C=C1OC)C(C(=O)O)CCOC)=O)C1=CN=CO1 2-{4-[5-chloro-2-(1,3-oxazol-5-yl)phenyl]-5-methoxy-2-oxopyridin-1(2H)-yl}-4-methoxybutyric acid